(1S,4R)-2-norbornene-2-carboxylic acid methyl ester COC(=O)C=1[C@H]2CC[C@@H](C1)C2